N-[(3S,4S)-1-(4,4-Difluorocyclohexyl)-3-methyl-4-piperidyl]-6-[3-(2-methoxy-4-methylsulfonyl-anilino)prop-1-ynyl]-1-(2,2,2-trifluoroethyl)benzimidazole-4-carboxamide FC1(CCC(CC1)N1C[C@@H]([C@H](CC1)NC(=O)C1=CC(=CC=2N(C=NC21)CC(F)(F)F)C#CCNC2=C(C=C(C=C2)S(=O)(=O)C)OC)C)F